1-(1-methylimidazol-2-yl)ethylamine CN1C(=NC=C1)C(C)N